C(C1=CC=CC=C1)OC=1C=C2C(=C(N(C2=CC1)C1=CC(=C(C=C1)F)C)[C@@H]1OCCC1)C=O 5-benzyloxy-1-(4-fluoro-3-methyl-phenyl)-2-[(2R)-tetrahydrofuran-2-yl]Indole-3-carbaldehyde